CC1(OCC2=C(O1)C=CC(=C2)NC(OCC=C)=O)C allyl N-(2,2-dimethyl-4H-1,3-benzodioxin-6-yl)carbamate